2,6-dichloro-N-(3-(1-cyclopropyl-1H-pyrazol-4-yl)phenyl)-N-((4'-methoxy-3'-methyl-[1,1'-biphenyl]-4-yl)methyl)benzenesulfonamide ClC1=C(C(=CC=C1)Cl)S(=O)(=O)N(CC1=CC=C(C=C1)C1=CC(=C(C=C1)OC)C)C1=CC(=CC=C1)C=1C=NN(C1)C1CC1